NCCCCCCCC=CC(=O)O 10-aminodecenoic acid